1-cyclopropyl-6-fluoro-7-(1-acetyl-octahydro-6H-pyrrolo[3,4-b]pyridin-6-yl)-8-methoxy-quinolin-4(1H)-one C1(CC1)N1C=CC(C2=CC(=C(C(=C12)OC)N1CC2N(CCCC2C1)C(C)=O)F)=O